FC(C=1N=C2N(C(=CC=C2)NC2CCC(CC2)NC(=O)C=2C=CC=3N(C2)C=CN3)C1)(F)F N-(4-{[2-(trifluoromethyl)imidazo[1,2-a]pyridin-5-yl]amino}cyclohexyl)imidazo[1,2-a]pyridine-6-carboxamide